tripropenyl-boron C(=CC)B(C=CC)C=CC